4-bromo-14-chloro-15-hydroxy-20-methoxy-17,17-dioxo-10-oxa-17λ6-thia-18-azatetracyclo[17.3.1.112,16.02,7]tetracosa-1(22),2(7),3,5,12,14,16(24),19(23),20-nonaen-11-one BrC1=CC=2C3=CC=C(C(NS(C=4C(=C(C=C(C(OCCC2C=C1)=O)C4)Cl)O)(=O)=O)=C3)OC